OC1=C(C2=CC=CC=C2C=C1)C1NS(C2=C(C3=C1C=CC=C3)C=CC=C2)(=O)=O (-)-7-(2-hydroxynaphthalen-1-yl)-6,7-dihydrodibenzo[d,f][1,2]thiazepine 5,5-dioxide